FC1=C(OC2=CC(=NC=C2)N)C=CC(=C1)[N+](=O)[O-] 4-(2-fluoro-4-nitrophenoxy)pyridin-2-amine